C(C)(=O)NC=1C=C2CCN(CC2=CC1)C(=O)OC(C)(C)C tert-Butyl 6-acetamido-3,4-dihydroisoquinoline-2(1H)-carboxylate